1-(4-fluoro-2-methylphenyl)-3-(6-nitropyridin-3-yl)-7-(trifluoromethyl)-2,3-dihydroquinazolin-4(1H)-one FC1=CC(=C(C=C1)N1CN(C(C2=CC=C(C=C12)C(F)(F)F)=O)C=1C=NC(=CC1)[N+](=O)[O-])C